CC=1C=C(C=C(C1N1C(C=CC1=O)=O)C)CC1=CC(=C(C(=C1)C)N1C(C=CC1=O)=O)C bis(3-methyl-5-methyl-4-maleimidophenyl)methane